ClC1=C(C=C(C=C1)F)[C@@H]1NC(C2=C3C(=CC(=C12)NC(C1=CC(=CC(=C1)C(F)(F)F)F)=O)N(C(=N3)C)CC(F)(F)F)=O (R)-N-(6-(2-chloro-5-fluorophenyl)-2-methyl-8-oxo-3-(2,2,2-trifluoroethyl)-3,6,7,8-tetrahydroimidazo[4,5-e]isoindol-5-yl)-3-fluoro-5-(trifluoromethyl)benzamide